3-(3-(4-methoxyphenyl)-4-thiazolinonyl)-N-(4-1-N-pyrazolylbutyl)benzamide Choline OCC[N+](C)(C)C.COC1=CC=C(C=C1)N1C(SC=C1C=1C=C(C(=O)NCCCCN2N=CC=C2)C=CC1)=O